N1=C(C=CC=C1)SSC(OOOO)CCCCCCCCC 2-pyridyldithio-tetraoxatetradecane